COC1=NC2=CC=C(C=C2NC1=O)CN1CCN(CC1)C=1C=CC(=NC1)C(=O)NC([2H])([2H])[2H] 5-(4-((2-methoxy-3-oxo-4H-quinoxalin-6-yl)methyl)piperazin-1-yl)-N-(methyl-d3)pyridineamide